C(C)(C)(C)OC(=O)N1CC(C1)=CC1=C(C=C(C(=C1)C)Br)C 3-[(4-bromo-2,5-dimethyl-phenyl)methylene]azetidine-1-carboxylic acid tert-butyl ester